9-(4-chlorophenyl)-3-(naphthalen-1-yl)phenanthrene ClC1=CC=C(C=C1)C=1C2=CC=CC=C2C=2C=C(C=CC2C1)C1=CC=CC2=CC=CC=C12